2-chloro-4-(naphthalene-2-yl)-6-phenyl-1,3,5-triazine ClC1=NC(=NC(=N1)C1=CC2=CC=CC=C2C=C1)C1=CC=CC=C1